N-(6-(6-(1-phenyl-1H-pyrazol-4-yl)imidazo[1,2-b]pyridazin-3-yl)pyridin-2-yl)-6-azaspiro[3.4]octan-2-amine C1(=CC=CC=C1)N1N=CC(=C1)C=1C=CC=2N(N1)C(=CN2)C2=CC=CC(=N2)NC2CC1(C2)CNCC1